C(C=CCCCCC)(=O)OCC 2-ethyl octenate